C(C)(C)C1=C(C=CC(=C1C=1N=CN(C1)C)NC1=NC=CC(=C1)C(F)(F)F)S(=O)(=O)N isopropyl-3-(1-methylimidazol-4-yl)-4-[[4-(trifluoromethyl)-2-pyridinyl]amino]benzenesulfonamide